C1C(NCCC2C13C1=CC=CC=C1CC2NCC3)=O hexahydro-6,11b-(epiminoethano)naphtho[1,2-d]azepin-2(1H)-one